NC=1C(=CC(N2C(=C(SC12)C1=CC(=C(C=C1)OCCCCCC)C)C(=O)O)=O)CC1=CC=CC2=CC=CC=C12 5-amino-8-[4-(hexyloxy)-3-methyl-phenyl]-4-[(1-naphthyl)methyl]-2-oxo-7-thia-1-azabicyclo[4.3.0]non-3,5,8-triene-9-carboxylic acid